C1(CC1)C=C1C[C@H]2[C@@H]([C@@H]([C@H]1C2)C2(CC(=CC=C2OC)C2=CC(=CC=C2F)C(=O)N)C(=O)N)C(=O)NCC2(CCC2)C 3-((1R,2R,3S,4S)-6-(cyclopropylmethylene)-3-(((1-methylcyclobutyl)methyl)aminocarbonyl)bicyclo[2.2.1]hept-2-yl)-6'-fluoro-4-methoxy-[1,1'-biphenyl]-3,3'-dicarboxamide